OC(CCCCCCCC(=O)O)C(\C=C\C(CCCCC)O)O 9,10,13-trihydroxy-trans-11-octadecenoic acid